ClC1=CC(=C(C=C1)N1C(N2[C@@H](CN(CC2)C=2C(=NC(=CC2)C=2C(=NC=CC2)OCC)C(=O)NCCN(C)C)C1)=O)C(F)(F)F 3-[(8aS)-2-[4-chloro-2-(trifluoromethyl)phenyl]-3-oxo-5,6,8,8a-tetrahydro-1H-imidazo[1,5-a]pyrazin-7-yl]-N-[2-(dimethylamino)ethyl]-6-(2-ethoxypyridin-3-yl)pyridine-2-carboxamide